4-chloro-6-methoxy-pyridine-3-carbaldehyde ClC1=C(C=NC(=C1)OC)C=O